FC1=CC=C2C(C(=C(C(C2=C1)=O)CC=1C=C(C#N)C=CC1)C)=O 3-((7-fluoro-3-methyl-1,4-dioxo-1,4-dihydronaphthalen-2-yl)methyl)benzonitrile